2-[3-(6-methyl-2-pyridyl)-1H-pyrazol-4-yl]-7-[5-(6-methyl-2-pyridyl)-1H-pyrazol-4-yl]-1,5-naphthyridine CC1=CC=CC(=N1)C1=NNC=C1C1=NC2=CC(=CN=C2C=C1)C=1C=NNC1C1=NC(=CC=C1)C